N-(tetrahydro-2H-pyran-4-yl)-2-(5-(trifluoromethyl)-1,2,4-oxadiazol-3-yl)-4,7-dihydrothieno[2,3-c]pyridine-6(5H)-carboxamide O1CCC(CC1)NC(=O)N1CC2=C(CC1)C=C(S2)C2=NOC(=N2)C(F)(F)F